COC(CNC(=O)C1=NC=C(C=C1O)C1=CCN(CC1)S(=O)(=O)C1=CC=C(C=C1)C(F)(F)F)=O (5-(1-((4-trifluoromethylphenyl)sulfonyl)-1,2,5,6-tetrahydropyridin-4-yl)-3-hydroxy-pyridine-2-carbonyl)glycine methyl ester